C[Si](C)(C)N([Si](C)(C)C)[SiH](C(C(F)(F)F)(F)F)C(C(F)(F)F)(F)F bis-trimethylsilylamino-bis-pentafluoroethyl-silane